CC1(C[C@H](NC1)[C@]1(CN(CC1)C(=O)OCC1=CC=CC=C1)C)C benzyl (3R)-3-[(2S)-4,4-dimethylpyrrolidin-2-yl]-3-methyl-pyrrolidine-1-carboxylate